C(C)(C)(C)C1(N(CCC(C1)O)C(=O)[O-])CN1CCC2(CC(C2)NC(=O)OCC2=CC=CC=C2)CC1 tert-butyl-((2-(((benzyloxy) carbonyl) amino)-7-azaspiro[3.5]non-7-yl) methyl)-4-hydroxypiperidine-1-carboxylate